ClC=1C=C(C=C(C1O)F)C(=O)C1=C(N(C2=CN=CC=C21)C)CC (3-chloro-5-fluoro-4-hydroxyphenyl)(2-ethyl-1-methyl-1H-pyrrolo[2,3-c]pyridin-3-yl)methanone